CC=1C=C(C=C(C1)N1N=CN=C1)NC1=CC2=C(C=N1)C=C(N2COCC[Si](C)(C)C)C2=NC(=NC=C2)NCC(F)(F)F N-(3-Methyl-5-(1H-1,2,4-triazol-1-yl)phenyl)-2-(2-((2,2,2-trifluoroethyl)amino)pyrimidin-4-yl)-1-((2-(trimethylsilyl)ethoxy)methyl)-1H-pyrrolo[3,2-c]pyridin-6-amine